propionphenone C(CC)(=O)C1=CC=CC=C1